2-(2-chlorophenyl)-2-(4-(trifluoromethyl)pyridine-2-yl)acetonitrile ClC1=C(C=CC=C1)C(C#N)C1=NC=CC(=C1)C(F)(F)F